ClC1=C(C=C(OCC(=O)NC23CC(C2)(C3)C(=O)NC=3C=NC(=CC3)OC(F)F)C=C1)F 3-[2-(4-chloro-3-fluorophenoxy)acetamido]-N-[6-(difluoromethoxy)pyridin-3-yl]bicyclo[1.1.1]pentane-1-carboxamide